N-methyl-para-toluenesulfonamide CNS(=O)(=O)C1=CC=C(C)C=C1